O=C1NCC2=C1NC=1N(C2=O)N=C(C1C(C)C)C(=O)O 5,8-dioxo-(propan-2-yl)-5,6,7,8-tetrahydro-4H-pyrazolo[1,5-a]pyrrolo[3,4-d]pyrimidine-2-carboxylic acid